O(C1=CC=CC=C1)C=1C=C(CN)C=CC1 3-phenoxybenzyl-amine